Ammonium hypobromit Br[O-].[NH4+]